COC=1C=C(N)C=C(C1OC)OC 3,4,5-tri-methoxyaniline